3-((6-chloropyridin-3-yl)methyl)-N-(1-methylcyclopropyl)-2,4-dioxo-1,2,3,4-tetrahydrothieno[2,3-d]pyrimidine-6-Sulfonamide ClC1=CC=C(C=N1)CN1C(NC2=C(C1=O)C=C(S2)S(=O)(=O)NC2(CC2)C)=O